(R)-5-(6-phenyl-1H-pyrrolo[2,3-b]pyridin-3-yl)-N-(1,1,1-trifluoropropan-2-yl)pyrazolo[1,5-a]pyridine-3-carboxamide C1(=CC=CC=C1)C1=CC=C2C(=N1)NC=C2C2=CC=1N(C=C2)N=CC1C(=O)N[C@@H](C(F)(F)F)C